C(#N)C=1C=C(C=CC1)C=1N=C(SC1C1=CC(=NC(=C1)C)C)NC(=O)N1CC2(CC1)NCCOC2 N-[4-(3-cyanophenyl)-5-(2,6-dimethyl-4-pyridinyl)thiazol-2-yl]-9-oxa-2,6-diazaspiro[4.5]decane-2-carboxamide